N-[(3S,4R,5R)-1-(6-benzyloxyhexyl)-4,5-dihydroxy-6-oxo-3-piperidinyl]acetamide C(C1=CC=CC=C1)OCCCCCCN1C[C@@H]([C@H]([C@H](C1=O)O)O)NC(C)=O